(2S,5'S)-N-(2,4-dichloro-6-(hydroxymethyl)benzyl)-5'-fluoro-6',7'-dihydro-5'H-spiro[oxirane-2,8'-quinoline]-5'-carboxamide ClC1=C(CNC(=O)[C@]2(C=3C=CC=NC3[C@]3(CC2)OC3)F)C(=CC(=C1)Cl)CO